N/C(=C(\C(=O)OC)/N1N=NC2=C1C=CC(=C2)C)/C2=CC=CC=C2 methyl (E)-3-amino-2-(5-methyl-1H-benzo[d][1,2,3]triazol-1-yl)-3-phenylacrylate